OC1(CC=C(C(=O)OC)C=C1)O methyl 4,4-dihydroxybenzoate